N-{1-[5-(3,5-dichlorophenyl)-thiophen-2-yl]-ethyl}-6,7-dimethoxy-2-methylquinazolin-4-amine ClC=1C=C(C=C(C1)Cl)C1=CC=C(S1)C(C)NC1=NC(=NC2=CC(=C(C=C12)OC)OC)C